4-(8-((5-chloro-6-fluoro-1H-indazol-4-yl)oxy)-3-cyano-2-((4-methoxy-1-methylpyrrolidin-3-yl)oxy)-1,7-naphthyridin-4-yl)piperazine-1-carboxylic acid tert-butyl ester C(C)(C)(C)OC(=O)N1CCN(CC1)C1=C(C(=NC2=C(N=CC=C12)OC1=C2C=NNC2=CC(=C1Cl)F)OC1CN(CC1OC)C)C#N